O1C(OCC1)CC1(CCCNC1)C1=NC=CC=C1 5-((1,3-dioxolan-2-yl)methyl)-5-(pyridine-2-yl)piperidine